[Na+].S([O-])([O-])(=O)=O.[Na+] sulfuric acid, sodium salt